(R)-8-(1-((2-(4-((tert-butyldimethylsilyl)oxy)piperidin-1-yl)-4-chlorophenyl)amino)ethyl)-3,6-dimethyl-2-morpholinoquinazolin-4(3H)-one [Si](C)(C)(C(C)(C)C)OC1CCN(CC1)C1=C(C=CC(=C1)Cl)N[C@H](C)C=1C=C(C=C2C(N(C(=NC12)N1CCOCC1)C)=O)C